ClC1=NN(C=C1C1=NC=CC(=N1)NC=1N=CC2=C(C=CC(=C2C1)C(C)C)N1CC(C1)N(S(=O)(=O)C)C)CCOC N-(1-(3-((2-(3-chloro-1-(2-methoxyethyl)-1H-pyrazol-4-yl)pyrimidin-4-yl)amino)-5-isopropylisoquinolin-8-yl)azetidin-3-yl)-N-methyl-methanesulfonamide